1-(methylcyclohexyl)methylamine CC1(CCCCC1)CN